7-ethyl-N-(1-(3-methylpyridin-2-yl)-4-morpholino-4-oxobutyl)-1H-indole C(C)C=1C=CC=C2C=CN(C12)C(CCC(=O)N1CCOCC1)C1=NC=CC=C1C